1-(1-methylcyclopropyl)pyrazole-4-carboxylic acid CC1(CC1)N1N=CC(=C1)C(=O)O